4-vinyldimethylaminotrityl alcohol C(=C)C1=CC(=C(C(C2=CC=CC=C2)(C2=CC=CC=C2)O)C=C1)N(C)C